N(=C=S)C1=CC(=C(C=C1C)C#CC1=CC=C(C=C1)C1CCC(CC1)C1CCC(CC1)CCC)C 4-(4-((4-isothiocyanato-2,5-dimethylphenyl)ethynyl)phenyl)-4'-propyl-1,1'-bicyclohexane